4-(2,4-Dimethylphenyl)Anilin CC1=C(C=CC(=C1)C)C1=CC=C(N)C=C1